5-(3-(tert-butoxycarbonylamino)-3-(methylcarbamoyl)piperidin-1-yl)-2-(3-fluorophenyl)isonicotinic acid methyl ester COC(C1=CC(=NC=C1N1CC(CCC1)(C(NC)=O)NC(=O)OC(C)(C)C)C1=CC(=CC=C1)F)=O